4-(4-amino-1H-pyrazol-1-yl)-N-(2-methoxy-5-methyl-4-(4-(4-methylpiperazin-1-yl)piperidin-1-yl)phenyl)pyrimidin-2-amine NC=1C=NN(C1)C1=NC(=NC=C1)NC1=C(C=C(C(=C1)C)N1CCC(CC1)N1CCN(CC1)C)OC